C(C1=CC=CC=C1)N1CC=2N(CC1)N=C(C2C2=CC(=NC=C2)NC(C)=O)C2=CC=C(C=C2)F N-(4-(5-benzyl-2-(4-fluorophenyl)-4,5,6,7-tetrahydropyrazolo[1,5-a]pyrazin-3-yl)pyridin-2-yl)acetamide